4-(2,6-dichloro-4-(2,4-difluorophenyl)pyridin-3-yl)butan-2-ol ClC1=NC(=CC(=C1CCC(C)O)C1=C(C=C(C=C1)F)F)Cl